3-(methylamino)-1-butanol CNC(CCO)C